N-{(2S,3R)-4,4-difluoro-1-({2S}-oxetane-2-carbonyl)-2-[(2,2',5'-trifluoro[1,1'-biphenyl]-3-yl)methyl]pyrrolidin-3-yl}methanesulfonamide FC1([C@@H]([C@@H](N(C1)C(=O)[C@H]1OCC1)CC=1C(=C(C=CC1)C1=C(C=CC(=C1)F)F)F)NS(=O)(=O)C)F